(3R)-3-{[2-(1-Ethyl-1H-pyrazol-4-yl)[1,2,4]triazolo[1,5-c]quinazolin-5-yl]amino}azepan-2-one copper (II) acetate C(C)(=O)[O-].[Cu+2].C(C)N1N=CC(=C1)C1=NN2C(=NC=3C=CC=CC3C2=N1)N[C@H]1C(NCCCC1)=O.C(C)(=O)[O-]